C(C1=CC=CC=C1)(=O)OC[C@@]1(O[C@H](C[C@H]1CCN=[N+]=[N-])N1C=2N=C(NC(C2N=C1)=O)NC(C(C)C)=O)OC(C)=O [(2S,3R,4R,5R)-acetoxy-3-(2-azidoethyl)-5-[2-(2-methylpropanoylamino)-6-oxo-1H-purin-9-yl]tetrahydrofuran-2-yl]methyl benzoate